NC1=NC=CC(=C1)C[C@@H]1[C@H](N(C1=O)C(=O)N[C@H](CC)C1=CC=CC=C1)C(=O)N(C)C=1SC=CC1 (2S,3R)-3-((2-aminopyridin-4-yl)methyl)-N2-(thiophen-2-yl)-N1-((R)-1-phenylpropyl)-N2-methyl-4-oxoazetidine-1,2-dicarboxamide